N-[[6-(p-tolylmethylcarbamoyl)-6-azaspiro[2.5]octan-2-yl]methyl]furo[2,3-c]pyridine-2-carboxamide C1(=CC=C(C=C1)CNC(=O)N1CCC2(C(C2)CNC(=O)C2=CC=3C(=CN=CC3)O2)CC1)C